2-phenyl-hydroxy-3-methyl-imidazole C1(=CC=CC=C1)C1=NC=C(N1C)O